8-bromo-4,5-dihydro-1H-benzo[g]indole BrC1=CC2=C(CCC=3C=CNC23)C=C1